[Si](C)(C)(C(C)(C)C)OCC=1OC2=C(C1)C=C(C=C2)CO (2-(((tert-butyldimethylsilyl)oxy)methyl)benzofuran-5-yl)methanol